perfluoroheptylbenzene FC1=C(C(=C(C(=C1F)F)F)F)C(C(C(C(C(C(C(F)(F)F)(F)F)(F)F)(F)F)(F)F)(F)F)(F)F